SC=1C=C(C=CC1)N=NC1=CC=C(C=C1)OP(O)(O)=O 4-[2-(3-mercaptophenyl)diazenyl]phenylphosphoric acid